C1(CC1)C=1C=C(N=NC1C1=C(C=C(C=C1)C#C)O)NC(CNC1CC(C1)O)=O N-(5-cyclopropyl-6-(4-ethynyl-2-hydroxyphenyl)pyridazin-3-yl)-2-((3-hydroxycyclobutyl)amino)acetamide